4-[3'-(9H-carbazol-9-yl)biphenyl-3-yl]benzofuro[3,2-d]pyrimidine C1=CC=CC=2C3=CC=CC=C3N(C12)C=1C=C(C=CC1)C1=CC(=CC=C1)C=1C2=C(N=CN1)C1=C(O2)C=CC=C1